2,2'-(thieno[3,2-b]thiophene-2,5-diylbis(2,1-phenylene))diacetic acid S1C2=C(C=C1C1=C(C=CC=C1)CC(=O)O)SC(=C2)C2=C(C=CC=C2)CC(=O)O